IC1=CC=C(C=C1)/C=C/C(=O)O (E)-3-(4-iodophenyl)acrylic acid